4-(6-((1S,5S,6S)-4-cyano-2,7-diazabicyclo[4.2.0]oct-7-yl)pyridin-3-yl)-2-(1-methyl-1H-pyrazol-4-yl)-1H-pyrrole C(#N)C1CN[C@H]2CN([C@H]2C1)C1=CC=C(C=N1)C=1C=C(NC1)C=1C=NN(C1)C